NC1=C(C=C(C=C1)C1=CC=C(C=C1)F)NC(OCC1CN(C1)C(C)=O)=O (1-acetylazetidin-3-yl)methyl (4-amino-4'-fluoro-[1,1'-biphenyl]-3-yl)carbamate